4-((3-methoxybenzyl)oxy)-N2,N2,N6,N6-tetrakis(2-methoxyethyl)-8-(4-methoxypiperidin-1-yl)pyrimido[5,4-d]pyrimidine-2,6-diamine COC=1C=C(COC=2C3=C(N=C(N2)N(CCOC)CCOC)C(=NC(=N3)N(CCOC)CCOC)N3CCC(CC3)OC)C=CC1